N1=CC=CC=2C(CC=CC12)=O 6H-quinolin-5-one